COC=1C=C(C=CC1)/C(/C=O)=C\C1=CC=CC=C1 (E)-3-Methoxyphenyl-cinnamaldehyde